COC(C1CCN(CC1)C1=C(C=C(C=C1)C1(C2(CCC3=CC(=CC=C13)OC)CCCC2)O)F)OC 1'-(4-(4-(dimethoxymethyl)piperidin-1-yl)-3-fluorophenyl)-6'-methoxy-3',4'-dihydro-1'H-spiro[cyclopentane-1,2'-naphthalene]-1'-ol